3-chloro-6,7-dihydro-5H-thieno[3,2-b]pyran-6-amine ClC1=CSC2=C1OCC(C2)N